C1(=CC=C(C=C1)\C=N\NC1=C2N=CN(C2=NC=N1)[C@@H]1O[C@@H]([C@H]([C@H]1O)O)CO)C1=CC=CC=C1 (2R,3R,4S,5R)-2-{6-{2-[(E)-[1,1'-biphenyl]-4-ylmethylene]hydrazino}-9H-purin-9-yl}-5-(hydroxymethyl)tetrahydrofuran-3,4-diol